C(C)(C)(C)OC(=O)N1C[C@H]([C@@H](CC1)F)NC=1C2=C(N=CN1)C(=CC(=N2)Cl)C(=O)OC.C(C\C=C\C)OC2=CC=C(C=C2)CCC(C)=O (E)-4-(4-(pent-3-en-1-yloxy)phenyl)butan-2-one tert-butyl-(3R,4R)-3-{[6-chloro-8-(methoxycarbonyl)pyrido[3,2-d]pyrimidin-4-yl]amino}-4-fluoropiperidine-1-carboxylate